2-(2-butylcyclopropyl)-3-methylcyclopent-2-en-1-one C(CCC)C1C(C1)C=1C(CCC1C)=O